C(C)(C)(C)OC(=O)N[C@H](C(=O)OCC)CC1=CC=C(C=C1)OCCCCN1CCC(CC1)=C1C2=C(CCC=3C1=NC=CC3)C=C(C=C2)Cl ethyl (S)-2-((t-butoxycarbonyl) amino)-3-(4-(4-(4-(8-chloro-5,6-dihydro-11H-benzo[5,6]cyclohepta[1,2-b]pyridin-11-ylidene)piperidin-1-yl)butoxy)phenyl)propanoate